C(C)(C)(C)[S@@](=O)N[C@H](C1CCN(CC1)C(=O)OC(C)(C)C)C1=CC=C(C=C1)Cl tert-butyl 4-[(R)-[[(R)-tert-butylsulfinyl]amino]-(4-chlorophenyl)methyl]piperidine-1-carboxylate